N-((1,2,3,5,6,7-Hexahydro-s-indacen-4-yl)carbamoyl)-5-(2-hydroxy-2-methylpropyl)-1-methyl-1H-pyrazole-3-sulfonamide, sodium salt [Na].C1CCC2=C(C=3CCCC3C=C12)NC(=O)NS(=O)(=O)C1=NN(C(=C1)CC(C)(C)O)C